((3aS,7aS)-1-(7H-pyrrolo[2,3-d]pyrimidin-4-yl)hexahydro-1H-pyrrolo[2,3-c]pyridin-6(2H)-yl)prop-2-en-1-one N1=CN=C(C2=C1NC=C2)N2CC[C@@H]1[C@H]2CN(CC1)C(C=C)=O